N-(2,2-dimethylcyclobutyl)-6-[(2-fluoro-4-pyridyl)amino]-3-hydroxy-pyridine-2-carboxamide CC1(C(CC1)NC(=O)C1=NC(=CC=C1O)NC1=CC(=NC=C1)F)C